5-methylthiazole-2-carbonitrile CC1=CN=C(S1)C#N